C(C)(C)(C)C1(N(CCC(C1)OC1=NC(=CC=C1)N1N(C(C=2C1=NC(=NC2)S(=O)C)=O)CC=C)C(=O)O)C.C(CCCCCCCCCCCCCCCCCCCCCCCCCCCCC)C2=C(C(O)=CC=C2)O triacontyl-catechol tert-butyl-4-((6-(2-allyl-6-(methylsulfinyl)-3-oxo-2,3-dihydro-1H-pyrazolo[3,4-d]pyrimidin-1-yl)pyridin-2-yl)oxy)-2-methylpiperidine-1-carboxylate